(4-(benzyloxy)-3-chlorophenyl)-6,7-dihydro-4(5H)-benzofuranone C(C1=CC=CC=C1)OC1=C(C=C(C=C1)C=1OC2=C(C1)C(CCC2)=O)Cl